4-(prop-2-ynyloxy)piperidin-1-carboxylate C(C#C)OC1CCN(CC1)C(=O)[O-]